ClC1=NC=C2N(CN(C2=N1)C1CCC(CC1)OCCO)C 2-chloro-9-((1r,4r)-4-(2-hydroxyethoxy)cyclohexyl)-7-methyl-7,9-dihydro-8H-purine